(R)-N-((S)-1-(4-(3,3-dimethyl-2-oxoindolin-1-yl)piperidin-1-yl)-1-oxo-4-phenylbutan-2-yl)piperidine-3-carboxamide p-toluenesulfonic acid salt CC1=CC=C(C=C1)S(=O)(=O)O.CC1(C(N(C2=CC=CC=C12)C1CCN(CC1)C([C@H](CCC1=CC=CC=C1)NC(=O)[C@H]1CNCCC1)=O)=O)C